C(CCCCCC(C)C)(=O)[O-].[Ce+3].C(CCCCCC(C)C)(=O)[O-].C(CCCCCC(C)C)(=O)[O-] cerium (III) isononanoate